1-chloro-1-methyl-cyclohexane ClC1(CCCCC1)C